CN1N=NC2=C1C=CC(=C2C)C(CC(=O)O)C=2C=C(C1=C(C=CS1)C2)CN2C[C@H](OC1=C([C@@H]2C)N=CC=C1)CC 3-(1,4-Dimethyl-1H-benzotriazol-5-yl)-3-(7-{[(2R,5S)-2-ethyl-5-methyl-2,3-dihydropyrido[2,3-f][1,4]oxazepin-4(5H)-yl]methyl}-1-benzothien-5-yl)propanoic acid